O1CCC2=C1C=C(C=C2)[C@@H](C)N2CCN(CC2)C2=NC=C(C=N2)[S@@](=O)(C)=NC(C)C (S)-(2-(4-((R)-1-(2,3-dihydrobenzofuran-6-yl)ethyl)piperazin-1-yl)pyrimidin-5-yl)(isopropylimino)(methyl)-λ6-sulfanone